OC1=C(C(OC1)=O)C 4-hydroxy-3-methylfuran-2(5H)-one